(R)-6-fluoro-5-(2-(5-fluoro-2-methoxypyridin-3-yl)pyrrolin-1-yl)pyrazolo[1,5-a]pyrimidine FC=1C(=NC=2N(C1)N=CC2)N2C(=CCC2)C=2C(=NC=C(C2)F)OC